ruthenium (1,3-cyclohexadiene) C1=CC=CCC1.[Ru]